ClC1=NC2=C3N=C(C=C(C3=CC=C2C(=C1)C1=CC=CC=C1)C1=CC=CC=C1)C1=CC=CC=C1 2-chloro-4,7,9-triphenyl-1,10-phenanthroline